CN(C1=CC=C(C=C1)C=1SC2=C([N+]1C)C=CC(=C2)C)C 2-[4-(dimethylamino)phenyl]-3,6-dimethyl-Benzothiazolium